6-methyl-N-(3-(4-(2-oxo-1,2-dihydroquinolin-6-yl)phenyl)propyl)nicotinamide CC1=NC=C(C(=O)NCCCC2=CC=C(C=C2)C=2C=C3C=CC(NC3=CC2)=O)C=C1